F[C@H]1CC2=CC=3CC[C@@H](C3C(=C2C1)NC(=O)N=[S@](=O)(N)C=1C=NN2C1OCCC2)C (R)-N'-(((2S,5S)-2-fluoro-5-methyl-1,2,3,5,6,7-hexahydro-s-indacen-4-yl)carbamoyl)-6,7-dihydro-5H-pyrazolo[5,1-b][1,3]oxazine-3-sulfonimidamide